5-(4-((7-ethyl-6-oxo-5,6-dihydro-1,5-naphthyridin-3-yl)methyl)piperazin-1-yl)-N-((3S,4R)-4-hydroxytetrahydrofuran-3-yl)picolinamide C(C)C=1C(NC=2C=C(C=NC2C1)CN1CCN(CC1)C=1C=CC(=NC1)C(=O)N[C@H]1COC[C@@H]1O)=O